[Na].[Na].C(CCCCCCCCCCCCCCC(C)C)(=O)N isostearamide disodium